1-(4-nitrophenyl)-4-pyrrolidin-3-yl-piperazine [N+](=O)([O-])C1=CC=C(C=C1)N1CCN(CC1)C1CNCC1